C1(=CC=CC=C1)S[O+]1CCCCC1 1-phenylhexahydrothiopyrylium